CC1=C(C=CC=C1C1=NN=C(O1)C1=CC=C(CNCC(=O)N)C=C1)C1=CC=CC=C1 2-((4-(5-(2-Methyl-[1,1'-biphenyl]-3-yl)-1,3,4-oxadiazol-2-yl)benzyl)amino)acetamide